F[C@H]1CN(CC[C@H]1O)C1=NC=CC(=N1)NC=1N=CC2=C(C=CC(=C2C1)C(C)C)N1[C@@H]([C@H](C1)C[S@@](=O)C)C (3S,4R)-3-fluoro-1-(4-((5-isopropyl-8-((2R,3S)-2-methyl-3-(((S)-Methylsulfinyl)methyl)azetidin-1-yl)isoquinolin-3-yl)amino)pyrimidin-2-yl)piperidin-4-ol